NC1=NC(=NC=C1C(F)(F)F)C1=C(C=C2C(N(C=NC2=C1)CCC[C@@H](NC=1C=NNC(C1C(F)(F)F)=O)C1CC1)=O)F 7-[4-amino-5-(trifluoromethyl)pyrimidin-2-yl]-3-[(4R)-4-cyclopropyl-4-[[6-oxo-5-(trifluoromethyl)-1H-pyridazin-4-yl]amino]butyl]-6-fluoro-quinazolin-4-one